ClC1=C(C=C2C(=C(N(C2=C1F)C)C1=NNC(=N1)C(C)=O)N1C=NC=C1)OCC 1-(3-(6-chloro-5-ethoxy-7-fluoro-3-(1H-imidazol-1-yl)-1-methyl-1H-indol-2-yl)-1H-1,2,4-triazol-5-yl)ethan-1-one